C(CCC)(=O)O (R)-butyric acid